ClC=1C=C(NC(C(C(=O)N[C@H]2C=C[C@H](C2)C(=O)OC)F)=O)C=C(C1)Cl methyl (1S,4R)-4-[[3-(3,5-dichloroanilino)-2-fluoro-3-oxo-propanoyl]amino]cyclopent-2-ene-1-carboxylate